C(C)(C)(C)OC(=O)N1C[C@@H](CCC1)NC1=NN=C(C2=CC=C(C=C12)F)C1=C(C=C(C=C1)C)OC (R)-3-((7-fluoro-4-(2-methoxy-4-methylphenyl)phthalazin-1-yl)amino)piperidine-1-carboxylic acid tert-butyl ester